ClC1=C(C(=O)NCC2=CC=C(C=C2)B2OC(C(O2)(C)C)(C)C)C=CC=C1 2-chloro-N-(4-(4,4,5,5-tetramethyl-1,3,2-dioxaborolan-2-yl)benzyl)benzamide